N1=C(C=CC=C1)[Cd] pyridyl-cadmium